BrC(OC=1C(=NC=C(C1)[N+](=O)[O-])C)(F)F 3-(bromodifluoromethoxy)-2-methyl-5-nitropyridine